C(C1=CC=CC=C1)OC1=C(OC2=C(C=NC=C2)C(CNC(OC(C)(C)C)=O)O)C=CC=C1 tert-butyl (2-(4-(2-(benzyloxy)phenoxy)pyridin-3-yl)-2-hydroxyethyl)carbamate